7-methyl-2-((2S)-2-(2-methyl-4-pyridinyl)-4-morpholinyl)-4-(cis-3-(trifluoromethyl)cyclobutyl)pteridine CC1=CN=C2C(=NC(=NC2=N1)N1C[C@@H](OCC1)C1=CC(=NC=C1)C)[C@@H]1C[C@@H](C1)C(F)(F)F